[N+](=O)([O-])C1=CC=C(OP(=O)(OC2=CC=CC=C2)N[C@@H](C)C(=O)OCCCOC)C=C1 3-Methoxypropyl ((4-nitrophenoxy)(phenoxy)phosphoryl)-L-alaninate